(1-(3,6-dimethoxy-5-pentylpyridin-2-yl)propan-2-yl)carbamic acid tert-butyl ester C(C)(C)(C)OC(NC(CC1=NC(=C(C=C1OC)CCCCC)OC)C)=O